N(N)C(OCC1C(OCC1)C)=S O-((2-methyltetrahydrofuran-3-yl) methyl) hydrazinethiocarboxylate